C(CCCCCCC(=O)OCC(CCCCCC)CCCC)(=O)OCC(COC(CC12CC3CC(CC(C1)C3)C2)=O)COC(=O)OCCCN(CC)CC 1-(3-(2-((3r,5r,7r)-adamantan-1-yl)acetoxy)-2-((((3-(diethylamino)propoxy)carbonyl)oxy)methyl)propyl) 8-(2-butyloctyl) Octanedioate